4-(6-((S)-2-(2-ethylphenyl)pyrrolidin-1-yl)-2-azaspiro[3.3]hept-2-yl)benzamide C(C)C1=C(C=CC=C1)[C@H]1N(CCC1)C1CC2(CN(C2)C2=CC=C(C(=O)N)C=C2)C1